(1R,3r,5S)-8-((2-Methyl-6-(trifluoromethyl)pyridin-3-yl)sulfonyl)-N-((tetrahydro-2H-pyran-4-yl)methyl)-8-azabicyclo[3.2.1]octan-3-amine CC1=NC(=CC=C1S(=O)(=O)N1[C@H]2CC(C[C@@H]1CC2)NCC2CCOCC2)C(F)(F)F